N-(N,N-dimethyl-3-aminopropyl)-maleimide CN(CCCN1C(C=CC1=O)=O)C